(1R,4S,6'S)-4-(3-Chloroanilino)-2',2'-difluoro-6'-[(2R)-3-hydroxy-2-methylpropyl]-6',7'-dihydro-2'H-spiro[cyclohexane-1,5'-indeno[5,6-d][1,3]dioxole]-4-carboxylic acid methyl ester COC(=O)C1(CCC2([C@H](CC3=CC=4OC(OC4C=C23)(F)F)C[C@H](CO)C)CC1)NC1=CC(=CC=C1)Cl